C(#N)C=1C(=NC(=NC1)NC=1C=NC(=CC1)OC)NC=1C=C(C=CC1)NC(C=C)=O N-(3-(5-cyano-2-(6-methoxypyridin-3-ylamino)pyrimidin-4-ylamino)phenyl)acrylamide